2-(((1r,4r)-4-((5-chloropyrimidin-2-yl)amino)-2-oxocyclopentyl)amino)-N,N-dimethyl-benzo[d]thiazole-6-carboxamide ClC=1C=NC(=NC1)N[C@H]1CC([C@@H](C1)NC=1SC2=C(N1)C=CC(=C2)C(=O)N(C)C)=O